(RS)-2-(2-chlorophenyl)-2-(methylamino)cyclohexanone hydrochloride Cl.ClC1=C(C=CC=C1)[C@]1(C(CCCC1)=O)NC |r|